C(#N)C1=CC(=C(COC2=CC=CC(=N2)C2CCN(CC2)[C@H]2C=3N(CCOC2)C2=C(N3)C=CC(=C2)C(=O)O)C=C1)F (S)-5-(4-(6-((4-cyano-2-fluorobenzyl)oxy)pyridin-2-yl)piperidin-1-yl)-1,2,4,5-tetrahydrobenzo[4,5]imidazo[1,2-d][1,4]oxazepine-9-carboxylic acid